(S)-N-(2-methyl-5-(1-methyl-1H-imidazo[4,5-c]pyridin-6-yl)phenyl)-3-phenylisoxazolidine-2-carboxamide CC1=C(C=C(C=C1)C1=CC2=C(C=N1)N=CN2C)NC(=O)N2OCC[C@H]2C2=CC=CC=C2